FC1CCN(CC1)C[C@@H](C=1C=NN(C1)C)NC1=NC(=NC=2CC[C@H](CC12)C1=CC=CC=C1)N[C@H](CC)C1CCC(CC1)C(=O)O (1R,4r)-4-((R)-1-(((R)-4-(((R)-2-(4-fluoropiperidin-1-yl)-1-(1-methyl-1H-pyrazol-4-yl)ethyl)amino)-6-phenyl-5,6,7,8-tetrahydroquinazolin-2-yl)amino)propyl)cyclohexane-1-carboxylic acid